SCCSCCSCCS 1,2-bis(mercaptoethylthio)ethane